OC1CCC(CC1)(C)NC1=NC(=CC(=C1)C=1C=C(C=CC1C)NC(=O)N1C[C@@H](CC1)CC(F)(F)F)N1CCOCC1 (S)-N-(3-(2-(((1R,4S)-4-hydroxy-1-methylcyclohexyl)amino)-6-morpholinopyridin-4-yl)-4-methylphenyl)-3-(2,2,2-trifluoroethyl)pyrrolidine-1-carboxamide